NC1=C(C2=C(S1)CSC21CN(C1)C1=NC(=NC(=N1)N1[C@@H](CNCC1)C(F)F)OCC1(CC1)CN1CCOCC1)C#N (S)-2'-amino-1-(4-(2-(difluoromethyl)piperazin-1-yl)-6-((1-(morpholinomethyl)cyclopropyl)methoxy)-1,3,5-triazin-2-yl)-6'H-spiro[azetidine-3,4'-thieno[3,4-b]thiophene]-3'-carbonitrile